C(C)OC=1C(=NC=C(C1)C(F)(F)F)OC=1C=CC=2N(C1)C(=C(N2)C(=O)NC2(CCS(CC2)(=O)=O)C)C 6-[[3-ethoxy-5-(trifluoromethyl)-2-pyridyl]oxy]-3-methyl-N-(4-methyl-1,1-dioxo-thian-4-yl)imidazo[1,2-a]pyridine-2-carboxamide